N-(4-bromo-2,6-difluoro-phenyl)-5,5-dimethyl-pyrrolidin-2-imine BrC1=CC(=C(C(=C1)F)N=C1NC(CC1)(C)C)F